C(C)C(CO)CC 2-ethylbutan-1-ol